BrC1=C(C=C(C=C1)I)C1=NN=CN1C 3-(2-Bromo-5-iodophenyl)-4-methyl-4H-1,2,4-triazole